COC=1C=C(C2=CC=CC=C2C1)C#N 3-methoxynaphthalene-1-carbonitrile